((2'-(4-phenylpiperazin-1-yl)-[2,4'-bipyrimidin]-4-yl)ethynyl)-1H-indazole C1(=CC=CC=C1)N1CCN(CC1)C1=NC=CC(=N1)C1=NC=CC(=N1)C#CN1N=CC2=CC=CC=C12